1-(4-(2-(dimethylamino)-2-oxoethyl)benzyl)-1H-pyrazole-4-carboxamide CN(C(CC1=CC=C(CN2N=CC(=C2)C(=O)N)C=C1)=O)C